FC1=C(OC=2C=NC=3CCN(CC3C2)C2=C(C(=C(N=N2)C#N)C)C)C=CC(=C1)F 6-(3-(2,4-difluorophenoxy)-7,8-dihydro-1,6-naphthyridin-6(5H)-yl)-4,5-dimethylpyridazine-3-carbonitrile